1-((4-(5-(pyridine-4-yl)-1,2,4-oxadiazol-3-yl)naphthalen-1-yl)methyl)azetidine-3-carboxylic acid N1=CC=C(C=C1)C1=NC(=NO1)C1=CC=C(C2=CC=CC=C12)CN1CC(C1)C(=O)O